C(CCCCCCCCCCCCCCC)(=O)NC=1N=C(N(C1)C)C(=O)N 4-hexadecanamido-1-methylimidazole-2-carboxamide